chlorodimethyl-(2-methylprop-2-yl)silane Pentyl-8-((2-(1-(N-(2-(dinonylamino)ethyl)-N-nonylglycyl)piperidin-3-yl)ethyl)(tetradecyl)amino)octanoate C(CCCC)OC(CCCCCCCN(CCCCCCCCCCCCCC)CCC1CN(CCC1)C(CN(CCCCCCCCC)CCN(CCCCCCCCC)CCCCCCCCC)=O)=O.Cl[Si](C(C)(C)C)(C)C